N-(2-(5,5-difluorotetrahydro-2H-pyran-2-yl)-4-(2,4,5-trifluorophenyl)pyridin-3-yl)-2-isopropylpyrimidine-5-carboxamide FC1(CCC(OC1)C1=NC=CC(=C1NC(=O)C=1C=NC(=NC1)C(C)C)C1=C(C=C(C(=C1)F)F)F)F